C(CO)(=O)OCCCC(C(=O)O)C(=O)O Dicarboxyl-butyl glycolate